FC(C(C[C@@H](C(N[C@@H](C[C@H]1C(NCC1)=O)C(COC(F)(F)F)=O)=O)NC(C(=O)NC12CC(C1)(C2)F)=O)(C)C)F N1-((S)-5,5-difluoro-4,4-dimethyl-1-oxo-1-(((S)-3-oxo-1-((S)-2-oxopyrrolidin-3-yl)-4-(trifluoromethoxy)butan-2-yl)amino)pentan-2-yl)-N2-(3-fluorobicyclo[1.1.1]-pentan-1-yl)oxalamide